FC1=C(OC2CCNCC2)C=CC(=C1)F 4-(2,4-difluorophenoxy)piperidine